COC1=C(C(=CC(=C1)OC)CCCCC)S(=O)(=O)NC(C(C)(C)C)=O N-((2,4-dimethoxy-6-pentylphenyl)sulfonyl)pivalamide